O(C#N)C1=CC=C(C=C1)C(C)(CC(C)C)C1=CC=C(C=C1)OC#N 2,2-Bis(4-cyanatophenyl)-4-methylpentane